3-(3,6-dichloropyridazin-4-yl)propan-1-ol ClC=1N=NC(=CC1CCCO)Cl